C1(CCCCC1)N1N=CC=2C1=NC(=NC2NC(=O)C=2SC(=CC2)[N+](=O)[O-])C2=CC=C(C=C2)COC N-(1-cyclohexyl-6-(4-(methoxymethyl)phenyl)-1H-pyrazolo[3,4-d]pyrimidin-4-yl)-5-nitrothiophene-2-carboxamide